1-(cyclopropylmethyl)-6-methoxy-1H-indole-2-carbaldehyde C1(CC1)CN1C(=CC2=CC=C(C=C12)OC)C=O